FC=1C=NN(C1)[C@H]1[C@@H](CC1)C=1NC(C2=C(N1)N(N=C2C#N)[C@@H](C)C=2C=NC(=CC2)C(F)(F)F)=O 6-((1R,2R)-2-(4-fluoro-1H-pyrazol-1-yl)cyclobutyl)-4-oxo-1-((S)-1-(6-(trifluoromethyl)pyridin-3-yl)ethyl)-4,5-dihydro-1H-pyrazolo[3,4-d]pyrimidine-3-carbonitrile